FC1=CC2=C(N(C(N=C2)=O)C=2C(=NC=CC2SC)C(C)C)N=C1 6-fluoro-1-(2-isopropyl-4-(methylthio)pyridin-3-yl)pyrido[2,3-d]pyrimidin-2(1H)-one